1,3,4-thiadiazoleamide S1C(=NN=C1)C(=O)N